C1(CC1)C1=NC=CC(=C1)C=1N=C2N(C(C1C)=O)C=C(C=C2[C@@H](C)NC2=C(C(=O)OC(C)(C)C)C=CC=C2)C tert-butyl (R)-2-((1-(2-(2-cyclopropylpyridin-4-yl)-3,7-dimethyl-4-oxo-4H-pyrido[1,2-a]pyrimidin-9-yl)ethyl)amino)benzoate